CCCCCCCCCCC[C@H](CC(=O)N[C@@H]1[C@H]([C@@H]([C@H](O[C@@H]1OP(=O)(O)O)CO[C@H]2[C@@H]([C@H]([C@@H]([C@H](O2)CO[C@@]3(C[C@H]([C@H]([C@H](O3)[C@@H](CO)O)O)O[C@@]4(C[C@H]([C@H]([C@H](O4)[C@@H](CO[C@@]5(C[C@H]([C@H]([C@H](O5)[C@@H](CO)O)O)O)C(=O)O)O)O)O[C@@]6(C[C@H]([C@H]([C@H](O6)[C@@H](CO)O)O)O)C(=O)O)C(=O)O)C(=O)O)OP(=O)(O)O)OC(=O)C[C@@H](CCCCCCCCCCC)O)NC(=O)C[C@@H](CCCCCCCCCCC)O)O)OC(=O)C[C@@H](CCCCCCCCCCC)O)O The molecule is lipid IVA glycosylated with four 3-deoxy-D-manno-octulosonic acid (KDO) residues. It is a conjugate acid of an alpha-Kdo-(2->8)-[alpha-Kdo-(2->4)]-alpha-Kdo-(2->4)-alpha-Kdo-(2->6)-lipid IVA(8-).